(R)-3-(1-hydroxyethyl)pyrrolidine-1-carboxylic acid tert-butyl ester C(C)(C)(C)OC(=O)N1C[C@@H](CC1)C(C)O